COC(C(=O)OCCCCC)OC(C1=C(C=C(C(=C1)N1N=CC(=C(C1=O)C)C(F)(F)F)F)Cl)=O 2-chloro-4-fluoro-5-(5-methyl-6-oxo-4-trifluoromethylpyridazin-1(6H)-yl)benzoic acid (1-methoxy-1-n-pentyloxycarbonylmethyl) ester